N-[2-({2-[2,6-dioxopiperidin-3-yl]-1,3-dioxoisoindol-4-yl}amino)ethyl]-7-azaspiro[3.5]nonane-2-carboxamide O=C1NC(CCC1N1C(C2=CC=CC(=C2C1=O)NCCNC(=O)C1CC2(C1)CCNCC2)=O)=O